3,5-di-t-butylsalicylidene-2-propylthioaniline titanium trichloride [Cl-].[Cl-].[Cl-].[Ti+3].C(C)(C)(C)C1=C(C(C=NC2=C(C=CC=C2)SCCC)=CC(=C1)C(C)(C)C)O